FC(C1=NC=CC=C1C(=O)NC1=C2[C@H](CC(C2=CC=C1)(C)C)CC)F 2-(difluoromethyl)-N-[(3S)-3-ethyl-1,1-dimethyl-indan-4-yl]pyridin-3-carboxamide